N[C@H](C(=O)O)CC(=O)C1=C(C=CC(=C1)CCC)N (S)-2-amino-4-(2-amino-5-propylphenyl)-4-oxobutanoic acid